FC=1C=C(C=C(C1)F)C(O)([2H])[2H] (3,5-Difluorophenyl)methan-d2-ol